Ethyl (5S)-5-methyl-2-[6-[(1R,4R)-2-oxa-5-azabicyclo[2.2.1]heptan-5-yl]pyridin-3-yl]-6,7-dihydro-5H-pyrazolo[5,1-b][1,3]oxazine-3-carboxylate C[C@H]1CCN2C(O1)=C(C(=N2)C=2C=NC(=CC2)N2[C@H]1CO[C@@H](C2)C1)C(=O)OCC